ClC1=C(NC2=CC=C(C(=C12)Cl)F)C(=O)N1C[C@H]2[C@@H](C1)CN(C2=O)C (3aR,6aR)-5-(3,4-dichloro-5-fluoro-1H-indole-2-carbonyl)-2-methylhexahydropyrrolo[3,4-c]pyrrol-1(2H)-one